(S)-3-(3-(5-amino-6-((1-(1-methylpiperidin-4-yl)-1H-pyrazol-4-yl)oxy)pyrazin-2-yl)-5-(2-(hydroxymethyl)pyrrolidin-1-yl)phenyl)oxetan-3-ol NC=1N=CC(=NC1OC=1C=NN(C1)C1CCN(CC1)C)C=1C=C(C=C(C1)N1[C@@H](CCC1)CO)C1(COC1)O